C[Si]1(NCC(CCC1)NC(=O)C1=CC2=C(N=C(S2)C2=CC=CC=C2)N1)C N-(1,1-dimethylsilazepan-4-yl)-2-phenyl-4H-pyrrolo[2,3-d]thiazole-5-carboxamide